4-butyl-8-methoxy-phthalazine C(CCC)C1=NN=CC2=C(C=CC=C12)OC